2-[1-(1,3-thiazol-2-yl)-1H-pyrazol-4-yl]acetamide S1C(=NC=C1)N1N=CC(=C1)CC(=O)N